OC1=C2C(=CC=C1)N(C(C21CCN(CC1)C(=O)C=1C=C2C=NNC2=CC1)=O)CC(=O)NCC(F)(F)F 2-[4-hydroxy-1'-(1H-indazole-5-carbonyl)-2-oxospiro[indole-3,4'-piperidin]-1-yl]-N-(2,2,2-trifluoroethyl)acetamide